5-chloro-3-(1-(1-methoxyisoquinolin-5-yl)-5-(trifluoromethyl)-1H-pyrazole-4-carboxamido)-N-methyl-1H-pyrazole-1-carboxamide ClC1=CC(=NN1C(=O)NC)NC(=O)C=1C=NN(C1C(F)(F)F)C1=C2C=CN=C(C2=CC=C1)OC